tellurate [Te](=O)(=O)([O-])[O-]